5-[[2-[(2R,5S)-5-methyl-2-(1-oxoisoindolin-5-yl)-1-piperidyl]-2-oxo-acetyl]amino]pyridine-3-carboxamide C[C@H]1CC[C@@H](N(C1)C(C(=O)NC=1C=C(C=NC1)C(=O)N)=O)C=1C=C2CNC(C2=CC1)=O